5-(3-(2,2-difluoroethyl)-2-methyl-3H-imidazo[4,5-b]pyridin-5-yl)-N-isobutyl-7H-pyrrolo[2,3-d]pyrimidin-2-amine FC(CN1C(=NC=2C1=NC(=CC2)C2=CNC=1N=C(N=CC12)NCC(C)C)C)F